OCC[C@@H]1CN(CCN1)C(=O)[O-] |r| (±)-3-(2-hydroxyethyl)piperazine-1-carboxylate